2,7-bis(1H-pyrazol-4-yl)pyrene N1N=CC(=C1)C1=CC2=CC=C3C=C(C=C4C=CC(=C1)C2=C43)C=4C=NNC4